C(#C)C=1C(=CC=C2C=C(C=C(C12)C=1C(=C2C(=C(N=C(C2=CN1)C1C2CN(CC12)C(=O)OC(C)(C)C)C)C)F)OCOC)F tert-butyl 6-[6-[8-ethynyl-7-fluoro-3-(methoxymethoxy)-1-naphthyl]-5-fluoro-3,4-dimethyl-2,7-naphthyridin-1-yl]-3-azabicyclo[3.1.0]hexane-3-carboxylate